5-bromo-1-ethyl-2-(6-(4-isopropyl-4H-1,2,4-triazol-3-yl)pyridin-2-yl)-indazol-3-one BrC=1C=C2C(N(N(C2=CC1)CC)C1=NC(=CC=C1)C1=NN=CN1C(C)C)=O